O1C(CC1)CN1C=NC=C1CO[Si](C(C)C)(C(C)C)C(C)C 1-(oxetan-2-ylmethyl)-5-(((triisopropylsilyl)oxy)methyl)-1H-imidazole